N-[4-(2,4-difluorophenoxy)-3-(2-methyl-1-oxoisoquinolin-4-yl)phenyl]ethanesulfonamide FC1=C(OC2=C(C=C(C=C2)NS(=O)(=O)CC)C2=CN(C(C3=CC=CC=C23)=O)C)C=CC(=C1)F